CO[C@@H]1[C@H]([C@H]2OC(OC[C@H]2O[C@@H]1CO)(C)C)N1N=NC(=C1)C1=CC(=C(C(=C1)F)F)F ((4aR,6R,7R,8R,8aR)-7-methoxy-2,2-dimethyl-8-(4-(3,4,5-trifluorophenyl)-1H-1,2,3-triazol-1-yl)hexahydropyrano[3,2-d][1,3]dioxin-6-yl)methanol